S1C=NC2=C1C=CC(=C2)CNC(=O)[C@H]2NCCN(C2)C=2C1=C(N=CN2)SC(=C1)C1=CC=C(C=C1)C(F)(F)F (S)-N-(benzo[d]thiazol-5-ylmethyl)-4-(6-(4-(trifluoromethyl)phenyl)thieno[2,3-d]pyrimidin-4-yl)piperazine-2-carboxamide